CC=1C=C(C=CC1[N+](=O)[O-])SC1CC2(C1)CCN(CC2)C(=O)OC(C)(C)C Tert-butyl 2-(3-methyl-4-nitro-phenyl)sulfanyl-7-azaspiro[3.5]nonane-7-carboxylate